4-DIFLUORoMETHYLBENZOYLAMIDE FC(C1=CC=C(C(=O)[NH-])C=C1)F